BrN1C=NC2=C1C=CC=C2Br 1,4-dibromobenzimidazole